tert-butyl (S)-3-(1-methylpiperidin-4-yl)pyrrolidine-1-carboxylate CN1CCC(CC1)[C@H]1CN(CC1)C(=O)OC(C)(C)C